N-((1s,3s)-3-((5-(3-fluoroimidazo[1,2-a]pyridin-6-yl)-4-methoxy-7H-pyrrolo[2,3-d]pyrimidin-2-yl)amino)-1-methylcyclobutyl)propionamide FC1=CN=C2N1C=C(C=C2)C2=CNC=1N=C(N=C(C12)OC)NC1CC(C1)(C)NC(CC)=O